C(C)(C)(C)OC(=O)N1CC=2C(=NC3=NN=CN3C2C1)C 5-Methyl-6,8-dihydro-2,3,4,7,8b-pentaaza-as-indacene-7-carboxylic acid tertbutyl ester